2-((2-((8-amino-6-(3-cyanophenyl)-5-(pyrimidin-4-yl)-[1,2,4]triazolo[1,5-a]pyrazin-2-yl)methyl)-3-fluorobenzyl)amino)acetamide (4-Iodobenzyl)carbamate IC1=CC=C(CNC(O)=O)C=C1.NC=1C=2N(C(=C(N1)C1=CC(=CC=C1)C#N)C1=NC=NC=C1)N=C(N2)CC2=C(CNCC(=O)N)C=CC=C2F